3-[[(1R)-1-[3,6-dimethyl-2-(2-methylindol-5-yl)-4-oxo-benzopyran-8-yl]ethyl]amino]-6-methyl-pyridine-2-carbohydrazide CC1=C(OC2=C(C1=O)C=C(C=C2[C@@H](C)NC=2C(=NC(=CC2)C)C(=O)NN)C)C=2C=C1C=C(NC1=CC2)C